4-[(4-(2-methoxyethoxy)-6-[(5-methyl-1H-pyrazol-3-yl)amino]pyrimidin-2-yl)amino]adamantan-1-ol COCCOC1=NC(=NC(=C1)NC1=NNC(=C1)C)NC1C2CC3(CC(CC1C3)C2)O